C(#N)C1=NC=CC(=C1)C1=NC(=CC(=C1)C=1C=C(C=CC1C)NC(=O)N1C[C@@H](CC1)CC(F)(F)F)N[C@@H](CO)C (3S)-N-[3-(2'-cyano-6-[[(2R)-1-hydroxypropan-2-yl]amino]-[2,4'-bipyridine]-4-yl)-4-methylphenyl]-3-(2,2,2-trifluoroethyl)pyrrolidine-1-carboxamide